6-chloro-N-[5-(difluoromethoxy)-3-methoxypyridin-2-yl]-7-(difluoromethyl)-1H-indole-3-sulfonamide ClC1=CC=C2C(=CNC2=C1C(F)F)S(=O)(=O)NC1=NC=C(C=C1OC)OC(F)F